6,9-diazaspiro[4.5]decane C1CCCC12NCCNC2